(S)-3-(1H-benzo[d]imidazol-5-yl)-4-(4-(4,4-difluoro-cyclohexyl)phenyl)oxazolidin-2-one N1C=NC2=C1C=CC(=C2)N2C(OC[C@@H]2C2=CC=C(C=C2)C2CCC(CC2)(F)F)=O